C(C1=CC=CC=C1)OCOCN1C(CCC2=CC=C(C=C12)CCN1CCN(CC1)C1=CC(=CC=2SC=CC21)F)=O 1-(((Benzyloxy)methoxy)methyl)-7-(2-(4-(6-fluorobenzo[b]thiophen-4-yl)piperazin-1-yl)ethyl)-3,4-dihydroquinolin-2(1H)-one